[Cl-].[Cl-].[Cl-].[Nd+3] Neodymium trichloride